2-(6-((R)-3-aminopyrrolidin-1-yl)-4-methyl-5-(1-methyl-1H-pyrazol-4-yl)pyridin-2-yl)-4-(2-fluoro-6-methoxyphenyl)-2,3-dihydro-1H-pyrrolo[3,4-c]pyridin-1-one N[C@H]1CN(CC1)C1=C(C(=CC(=N1)N1CC=2C(=NC=CC2C1=O)C1=C(C=CC=C1OC)F)C)C=1C=NN(C1)C